C=1N=CN2C1C1=CC=CC=C1C2C2CCC1=CN(N=C1C2=O)C 6-[5H-imidazo[4,3-a]isoindol-5-yl]-2-methyl-4,5,6,7-tetrahydro-2H-indazol-7-one